C(=C)C=C(C(=O)O)C.C(C(=C)C)(=O)OC=C vinyl methacrylate (vinyl methacrylate)